CN1[C@H](CCC1)C(=O)O D-N-methyl-proline